3-({6-chloro-2-[4-(trifluoromethyl)pyrimidin-2-yl]-2,3,4,9-tetrahydro-1H-pyrido[3,4-b]indol-1-yl}methyl)piperidin-2-one ClC=1C=C2C3=C(NC2=CC1)C(N(CC3)C3=NC=CC(=N3)C(F)(F)F)CC3C(NCCC3)=O